FC(C1=CC=2C=C3N(C2C=C1)CCNC3=O)(F)F 8-(trifluoromethyl)-3,4-dihydropyrazino[1,2-a]indol-1(2H)-one